C1(CC1)CN1C(=CC2=CC=C(C=C12)OC)C=1OC2=C(C1CCO)C(=CC(=C2)C(=O)OCC)OC Ethyl 2-(1-(cyclopropylmethyl)-6-methoxy-1H-indol-2-yl)-3-(2-hydroxyethyl)-4-methoxybenzofuran-6-carboxylate